C(C)(C)(C)C=1C=C(C=C(C1O)C(C)(C)C)CCC(=O)OCC(COC(CCC1=CC(=C(C(=C1)C(C)(C)C)O)C(C)(C)C)=O)(COC(CCC1=CC(=C(C(=C1)C(C)(C)C)O)C(C)(C)C)=O)COC(CCC1=CC(=C(C(=C1)C(C)(C)C)O)C(C)(C)C)=O pentaerythritol tetrakis[β-(3,5-di-tert-butyl-4-hydroxy-phenyl) propionate]